triethylene glycol-bis(3-(3-t-butyl-5-methyl-4-hydroxyphenyl) propionate) C(C)(C)(C)C=1C=C(C=C(C1O)C)CCC(=O)OCCOCCOCCOC(CCC1=CC(=C(C(=C1)C)O)C(C)(C)C)=O